2-[1-[4-[[1-methyl-3-oxo-2-(2-pyridyl)pyrazolo[3,4-d]pyrimidin-6-yl]amino]phenyl]-4-piperidyl]indazole-7-carboxamide CN1N(C(C=2C1=NC(=NC2)NC2=CC=C(C=C2)N2CCC(CC2)N2N=C1C(=CC=CC1=C2)C(=O)N)=O)C2=NC=CC=C2